methyl 2-[(5-fluoro-1,3-benzoxazol-2-yl)amino]-1-methyl-1H-1,3-benzodiazole-5-carboxylate FC=1C=CC2=C(N=C(O2)NC2=NC3=C(N2C)C=CC(=C3)C(=O)OC)C1